3-(5-(oxazol-2-yl)pyridin-3-yl)phenyl heptylcarbamate C(CCCCCC)NC(OC1=CC(=CC=C1)C=1C=NC=C(C1)C=1OC=CN1)=O